BrC1=CC=C(C2=CC=CC=C12)O 4-bromo-1-naphthalenol